methyl (R,Z)-6-(benzyl(tert-butoxycarbonyl)amino)-2-(1-((tert-butoxycarbonyl)amino)ethyl)-4,4-dimethylhex-2-enoate C(C1=CC=CC=C1)N(CCC(\C=C(/C(=O)OC)\[C@@H](C)NC(=O)OC(C)(C)C)(C)C)C(=O)OC(C)(C)C